trans-aconitic acid trivinyl ester C(=C)OC(C=C(C(=O)OC=C)CC(=O)OC=C)=O